N-{1-[5-(1H-indazol-7-yl)thiophen-2-yl]ethyl}-6,7-dimethoxy-2-methylquinazolin-4-amine N1N=CC2=CC=CC(=C12)C1=CC=C(S1)C(C)NC1=NC(=NC2=CC(=C(C=C12)OC)OC)C